FC1=CC2=C(N=C(S2)C)C=C1[C@H](C)N1C[C@@H](C[C@@H]1C)OC=1N=CC2=C(N1)CN(C2)C(C)=O 1-(2-(((3r,5S)-1-((S)-1-(6-fluoro-2-methylbenzo[d]thiazol-5-yl)ethyl)-5-methylpyrrolidin-3-yl)oxy)-5,7-dihydro-6H-pyrrolo[3,4-d]pyrimidin-6-yl)ethan-1-one